OCCCCCCCC 8-hydroxyoctan